{5-(aminomethyl)quinolin-8-yl}{4-(trifluoromethyl)phenyl}methanol NCC1=C2C=CC=NC2=C(C=C1)C(O)C1=CC=C(C=C1)C(F)(F)F